OC(CCC)(C)C1C(CCC1)=O 2-(1-hydroxy-1-methylbutyl)-cyclopentanone